CN1C=NC2=C1C=CC(=C2)COC2=CC=CC(=N2)C2CCNCC2 4-(6-((1-methyl-1H-benzo[d]imidazol-5-yl)methoxy)pyridin-2-yl)piperidine